(3-fluoro-4-((7-oxo-6,7-dihydro-8H-[1,3]dioxolo[4,5-h]imidazo[4,5-c]quinolin-8-yl)methyl)phenyl)phosphonic acid FC=1C=C(C=CC1CN1C(NC=2C=NC3=C4C(=CC=C3C21)OCO4)=O)P(O)(O)=O